FC(C1=C2CC3(COC3)N(C2=CC=C1)C(=O)OC(C)(C)C)(F)F tert-butyl 4-(trifluoromethyl)spiro[indoline-2,3'-oxetane]-1-carboxylate